C(CC)C1(CC1)C(=O)O 1-propylcyclopropane-1-carboxylic Acid